CN(C(=O)C1N(C2=CC=CC=C2C1)C(=O)OC(C)(C)C)C=1C=C(C=CC1)C tert-butyl 2-[methyl(m-tolyl)carbamoyl]indoline-1-carboxylate